2-(3-(5-amino-6-((1-(1-methylpiperidin-4-yl)-1H-pyrazol-4-yl)oxy)pyrazin-2-yl)-5-methylphenyl)butan-2-ol NC=1N=CC(=NC1OC=1C=NN(C1)C1CCN(CC1)C)C=1C=C(C=C(C1)C)C(C)(CC)O